(E)-N-(2-methylsulfanylethyl)-N-phenyl-3-(p-tolyl)prop-2-enamide CSCCN(C(\C=C\C1=CC=C(C=C1)C)=O)C1=CC=CC=C1